(2-(methylsulfonamido)phenyl)boronic acid CS(=O)(=O)NC1=C(C=CC=C1)B(O)O